N-Acryloxysuccinimide C(C=C)(=O)ON1C(CCC1=O)=O